CC=1SC(=C(N1)C)C1=NC(=NC=C1)N 4-(2,4-dimethyl-thiazol-5-yl)-pyrimidin-2-ylamine